CN(C1=CC=C(/C=C/C=2N(C3=CC=CC=C3C(C2)=C(C#N)C#N)CC)C=C1)C (E)-2-(2-(4-(Dimethylamino)styryl)-1-ethylquinolin-4(1H)-ylidene)malononitrile